6-cyclopropyl-5-(methylsulfonylamino)pyridine C1(CC1)C1=C(C=CC=N1)NS(=O)(=O)C